CSC1=NN=NN1CCC[Si](OCC)(OCC)OCC 5-methylsulfanyl-1-[3-(triethoxysilyl)propyl]-1H-tetrazole